(R)-3-(4-(2-((1-(5-chloro-6-oxo-1,6-dihydropyridazin-4-yl)pyrrolidin-3-yl)oxy)pyridin-4-yl)-3,5-dimethyl-1H-pyrazol-1-yl)propanenitrile ClC1=C(C=NNC1=O)N1C[C@@H](CC1)OC1=NC=CC(=C1)C=1C(=NN(C1C)CCC#N)C